6-(6-cyclopropyl-3-ethylsulfonyl-pyrazolo[1,5-a]pyridin-2-yl)-3-(trifluoromethyl)-7H-pyrrolo[3,4-b]pyridin-5-one C1(CC1)C=1C=CC=2N(C1)N=C(C2S(=O)(=O)CC)N2CC1=NC=C(C=C1C2=O)C(F)(F)F